1-(3,5-dichlorophenyl)-N-[(2-ethoxypyridin-4-yl)methyl]-3-methyl-5-oxopyrrolidine-3-carboxamid ClC=1C=C(C=C(C1)Cl)N1CC(CC1=O)(C(=O)NCC1=CC(=NC=C1)OCC)C